N-(4-cyclobutyl-1-methyl-5-(2-(trifluoromethyl)thiazol-5-yl)-1H-pyrazol-3-yl)-4,4,4-trifluoro-3,3-dimethylbutanamide C1(CCC1)C=1C(=NN(C1C1=CN=C(S1)C(F)(F)F)C)NC(CC(C(F)(F)F)(C)C)=O